COC1=C(C=C2C(=NC=NC2=C1)NC1=C(C=CC(=C1)C=1SC=CC1)OC1CN(CC1)C)OC1CCN(CC1)C(C=C)=O 1-(4-((7-methoxy-4-((2-((1-methylpyrrolidin-3-yl)oxy)-5-(thiophen-2-yl)phenyl)amino)quinazolin-6-yl)oxy)piperidin-1-yl)prop-2-en-1-one